C1(=CC=CC2=CC=CC=C12)N(C1=CC=CC=C1)C1=C(C=CC=C1)C1=CC=CC=C1 [N-(naphthyl)-N-phenyl-amino]biphenyl